IC1=CC=2C(=NC=CC2)N1C 2-iodo-1-methyl-1H-pyrrolo[2,3-b]pyridine